COCCOC=1C=CC(=NC1)C=1C=NC(=CC1NC1=CC(=CC=C1)S(=O)(=O)C)NC(C)=O N-(5-(2-methoxyethoxy)-4'-((3-(methylsulfonyl)phenyl)amino)-[2,3'-bipyridin]-6'-yl)acetamide